O=C1NC(CCC1N1C(C2=CC=C(C=C2C1)OC[C@H]1N(CCCC1)C[C@@H]1C[C@@H](CC1)C(=O)OC)=O)=O methyl (1R,3S)-3-(((2S)-2-(((2-(2,6-dioxopiperidin-3-yl)-1-oxoisoindolin-5-yl)oxy)methyl)piperidin-1-yl)methyl)cyclopentane-1-carboxylate